FC1=C(C=C(C(=C1)C(F)(F)F)F)NS(=O)(=O)C1=CNC(=C1)C1=C(C=CC(=C1)OC)F N-[2,5-difluoro-4-(trifluoromethyl)phenyl]-5-(2-fluoro-5-methoxy-phenyl)-1H-pyrrole-3-sulfonamide